N1C[C@@H](OCC1)C1=C(CN2C(NC(C3=C2C=CN3)=O)=S)C=CC=C1 (S)-1-(2-(morpholin-2-yl)benzyl)-2-thioxo-1,2,3,5-tetrahydro-4H-pyrrolo[3,2-d]pyrimidin-4-one